CC1(OB(OC1(C)C)C=1C=CC2=C(C=CO2)C1)C 5-(4,4,5,5-tetramethyl-1,3,2-dioxaborolan-2-yl)benzofuran